C(=O)(O)CNCC=1C(NC(N([C@H]2[C@H](O)[C@H](O)[C@@H](CO)O2)C1)=S)=O 5-(carboxy)methylaminomethyl-2-thiouridine